C(C)(C)(C)C1N(CCC(C1)C(NCC1=CC=C(C=C1)Cl)=O)C(=O)OCCN1N=CC(=C1)C=1C(=NC(=NC1)NC1=CC(=CC=C1)Cl)NC1=CC=C2CCNCC2=C1 2-(4-(2-(3-Chlorophenylamino)-4-(1,2,3,4-tetrahydroisoquinolin-7-ylamino)pyrimidin-5-yl)-1H-pyrazol-1-yl)ethan-1-ol tert-Butyl-4-((4-chlorobenzyl)carbamoyl)piperidine-1-carboxylate